7-(trifluoromethyl)thieno[3,2-b]pyridine-3-carboxamide FC(C1=C2C(=NC=C1)C(=CS2)C(=O)N)(F)F